Racemic-1-(3-cyanophenyl)-3-(isoquinolin-4-yl)-2-oxoimidazoline-4-carbonitrile C(#N)C=1C=C(C=CC1)N1C(N([C@H](C1)C#N)C1=CN=CC2=CC=CC=C12)=O |r|